(4'-methyl-[1,1'-biphenyl]-3-yl)boronic acid CC1=CC=C(C=C1)C1=CC(=CC=C1)B(O)O